N[C@H](C(=O)N(C)[C@H]([C@@H](CC(=O)N1[C@@H](CCC1)[C@@H]([C@H](C(=O)OC)C)OC)OC)[C@H](CC)C)C(C)C methyl (2R,3R)-3-((S)-1-((3R,4S,5S)-4-((S)-2-amino-N,3-dimethylbutyramido)-3-methoxy-5-methylheptanoyl) pyrrolidin-2-yl)-3-methoxy-2-methylpropionate